N-(4-((4-(azepan-1-yl)phenyl)amino)benzyl)-1-ethyl-5-oxopyrrolidine-3-carboxamide N1(CCCCCC1)C1=CC=C(C=C1)NC1=CC=C(CNC(=O)C2CN(C(C2)=O)CC)C=C1